IsoprenylDiphosphate C(=CC(C)=C)OP([O-])(=O)OP(=O)([O-])[O-]